FC1(CCC(CC1)C(=O)NN)F 4,4-difluorocyclohexane-1-carbohydrazide